6-bromo-8-fluoro-1-(8-fluoro-2-methyl-imidazo[1,2-a]pyridin-6-yl)oxy-isoquinoline BrC=1C=C2C=CN=C(C2=C(C1)F)OC=1C=C(C=2N(C1)C=C(N2)C)F